N[C@]1(CN(C[C@@H]1CCCB(O)O)CC(CC1=CC=CC=C1)N)C(=O)O (3R,4S)-3-amino-1-(2-amino-3-phenylpropyl)-4-(3-boronopropyl)pyrrolidine-3-carboxylic acid